2-[1-[4-[(1R,2S)-6-hydroxy-2-phenyl-tetrahydronaphthalen-1-yl]phenyl]-4-piperidinyl]acetaldehyde OC=1C=C2CC[C@@H]([C@@H](C2=CC1)C1=CC=C(C=C1)N1CCC(CC1)CC=O)C1=CC=CC=C1